2-((1R,2S)-1-(2-cyano-4,5-difluorophenyl)-1-(1-methyl-1H-pyrazol-4-yl)propan-2-yl)-5-hydroxy-N-(isoxazol-4-yl)-1-methyl-6-oxo-1,6-dihydropyrimidine-4-carboxamide C(#N)C1=C(C=C(C(=C1)F)F)[C@@H]([C@H](C)C=1N(C(C(=C(N1)C(=O)NC=1C=NOC1)O)=O)C)C=1C=NN(C1)C